BrC1=NN(C(=N1)N1C(C(CCC1)CC1=C(C=C(C=C1)F)CF)=O)COCC[Si](C)(C)C 1-(3-Bromo-1-((2-(trimethylsilyl)ethoxy)methyl)-1H-1,2,4-triazol-5-yl)-3-(4-fluoro-2-(fluoromethyl)benzyl)piperidin-2-one